bis(2,6-dicumylphenyl)pentaerythritol diphosphite OP(O)OP(O)O.C(C)(C)(C1=CC=CC=C1)C1=C(C(=CC=C1)C(C)(C)C1=CC=CC=C1)C(O)(C(CO)(CO)CO)C1=C(C=CC=C1C(C)(C)C1=CC=CC=C1)C(C)(C)C1=CC=CC=C1